S1C=NC2=C1C=C(C=C2)C2=CC(=NN2C2=NC(=CC=C2)C)CC(=O)NC2=CC(=CC=C2)S(N(C)C)(=O)=O 5-(benzo[d]thiazol-6-yl)-N-(3-(N,N-dimethylsulfamoyl)phenyl)-1-(6-methylpyridin-2-yl)-1H-pyrazole-3-carboxyamide